C1OCC12CN(C2)CC=2N(C(=CN2)C2=CC=C(OC1=C(C=O)C=CC(=C1)Cl)C=C2)C 2-(4-(2-((2-oxa-6-azaspiro[3.3]heptan-6-yl)methyl)-1-methyl-1H-imidazol-5-yl)phenoxy)-4-chlorobenzaldehyde